COC(CCSC1=C(C(=NC=C1)C)C)=O 3-((2,3-Dimethylpyridin-4-yl)thio)propanoic acid methyl ester